S(=O)(=O)(O)C(C(=O)O)(CSSCC(C(=O)O)(N1C(CCC1=O)=O)S(=O)(=O)O)N1C(CCC1=O)=O.OC1=C(C=CC=C1)C(C=CC1=CC=C(C(=O)N)C=C1)=O 4-(3-(2-hydroxyphenyl)-3-oxoprop-1-enyl)benzamide 3,3'-dithiobis[sulfosuccinimidylpropionate]